FC1=C(NC2=C3NC=NC3=NC=N2)C=CC=C1 6-(2-fluoroanilino)purine